ammonium sulfurothioate S([O-])([O-])(=O)=S.[NH4+].[NH4+]